Cl.ClC=1C=CC(=C(CN2CC(CC2)CN)C1)OCC (1-(5-chloro-2-ethoxybenzyl)pyrrolidin-3-yl)methanamine hydrochloride